OC1CCN(CC1)C1=C(C=CC(=C1)C(F)(F)F)C=1C=C2CCN(C(C2=CC1)=O)C=1C=CC(=C(C1)NS(=O)(=O)C)OCOCCOC N-(5-(6-(2-(4-hydroxypiperidin-1-yl)-4-(trifluoromethyl)phenyl)-1-oxo-3,4-dihydroisoquinolin-2(1H)-yl)-2-((2-methoxyethoxy)methoxy)phenyl)methanesulfonamide